tin-silver-copper-bismuth [Bi].[Cu].[Ag].[Sn]